manganous 2-hydroxypropionate OC(C(=O)[O-])C.[Mn+2].OC(C(=O)[O-])C